benzyl trans-4-((tert-butoxycarbonyl)amino)-3-(3,4-dihydroisoquinolin-2(1H)-yl)piperidine-1-carboxylate C(C)(C)(C)OC(=O)N[C@H]1[C@@H](CN(CC1)C(=O)OCC1=CC=CC=C1)N1CC2=CC=CC=C2CC1